C(CCC)OC=CC1CC1 (2-butoxyethenyl)cyclopropane